1-(6-(3-(hydroxymethyl)-4-methylpiperazine-1-carbonyl)spiro[3.3]hept-2-yl)-3-(4-methoxybenzyl)urea OCC1CN(CCN1C)C(=O)C1CC2(CC(C2)NC(=O)NCC2=CC=C(C=C2)OC)C1